C(C)(C)(C)OC(CCNS(=O)(=O)C1=C(C(=CC=C1)Br)C)=O 3-(3-bromo-2-methylphenylsulfonylamino)propionic acid tert-butyl ester